tri-ethyl-ammonium tetra(pentafluorophenyl)borate FC1=C(C(=C(C(=C1[B-](C1=C(C(=C(C(=C1F)F)F)F)F)(C1=C(C(=C(C(=C1F)F)F)F)F)C1=C(C(=C(C(=C1F)F)F)F)F)F)F)F)F.C(C)[NH+](CC)CC